4-(3-amino-3-methylpyrrolidin-1-yl)-2-ethyl-N-{8-fluoro-2-methylimidazo[1,2-a]pyridin-6-yl}indazole-7-carboxamide NC1(CN(CC1)C=1C2=CN(N=C2C(=CC1)C(=O)NC=1C=C(C=2N(C1)C=C(N2)C)F)CC)C